4-((4-(5-Isopropyl-2H-tetrazol-2-yl)pyridin-2-yl)((4-(4-methoxy-3-methylphenyl)bicyclo[2.2.2]octan-1-yl)methyl)carbamoyl)cyclohexyl trans-3-hydroxyazetidine-1-carboxylate OC1CN(C1)C(=O)OC1CCC(CC1)C(N(CC12CCC(CC1)(CC2)C2=CC(=C(C=C2)OC)C)C2=NC=CC(=C2)N2N=C(N=N2)C(C)C)=O